tert-butyl (5-chloro-1-(3-(trifluoromethyl)cyclobutyl)-1H-pyrazol-4-yl)carbamate ClC1=C(C=NN1C1CC(C1)C(F)(F)F)NC(OC(C)(C)C)=O